O(C1=CC=CC=C1)C1=CC=C(C=C1)N1C(C2=CC=CC=C2C1)=O 2-(4-(phenoxy)phenyl)isoindol-1-one